CC1(C(=NC=2C=CC3=C(C12)C=CC=C3)\C=C\C3=CC(=CC=C3)C(F)(F)F)C 1,1-Dimethyl-2-{(E)-2-[3-(trifluoromethyl)phenyl]ethenyl}-1H-benzo[e]indole